6-(4-(5-((5-chloro-4-oxo-7-(prop-1-ynyl)-3,4-dihydrophthalazin-1-yl)methyl)-2-fluorobenzoyl)piperazin-1-yl)nicotinonitrile ClC1=C2C(NN=C(C2=CC(=C1)C#CC)CC=1C=CC(=C(C(=O)N2CCN(CC2)C2=NC=C(C#N)C=C2)C1)F)=O